ClC1=C(C(=NN1C)C1=NOC=C1)CN1CC(CCCC1)NCCC(C)C 1-((5-Chloro-3-(isoxazol-3-yl)-1-methyl-1H-pyrazol-4-yl)methyl)-N-isopentylazepan-3-amine